FC1=CC=C(C(=O)N(C=2C=CC=3N(C2)C(=CN3)C=3C=CC(=NC3)NC(OC)=O)CCOC)C=C1 methyl N-[5-[6-[(4-fluorobenzoyl)-(2-methoxyethyl)amino]imidazo[1,2-a]pyridin-3-yl]-2-pyridyl]carbamate